tri-p-cresol phosphate P(=O)(O)(O)O.C1=CC(=CC=C1O)C.C1=CC(=CC=C1O)C.C1=CC(=CC=C1O)C